C(#N)N1C(=[NH+]C=C1)C1=CC=CC=C1 1-cyano-2-phenylimidazolium